FC1=CC=C(CN2C(C(=C(C3=CC=CN=C23)O)C(=O)NC2(CCC(CC2)C)CO)=O)C=C1 1-(4-fluorobenzyl)-4-hydroxy-N-(1-(hydroxymethyl)-4-methylcyclohexyl)-2-oxo-1,2-dihydro-1,8-naphthyridine-3-carboxamide